ethyl 2,3-dimethylbenzoate CC1=C(C(=O)OCC)C=CC=C1C